2-(6-aminopyridin-3-yl)-N-((6-(3,5-dimethyl-1H-pyrazol-1-yl)pyridin-3-yl)methyl)-9-ethyl-9H-purin-6-amine NC1=CC=C(C=N1)C1=NC(=C2N=CN(C2=N1)CC)NCC=1C=NC(=CC1)N1N=C(C=C1C)C